tert-butyl 4-(2-bromo-5-tosyl-5H-pyrrolo[2,3-b]pyrazin-7-yl)-2-methylbenzoate BrC=1N=C2C(=NC1)N(C=C2C2=CC(=C(C(=O)OC(C)(C)C)C=C2)C)S(=O)(=O)C2=CC=C(C)C=C2